C1(CC1)OC1=C(C=C2C=NNC2=C1)I 6-cyclopropoxy-5-iodo-1H-indazole